1-{5-[4-(Difluoromethoxy)benzenesulfonyl]-1H,2H,3H,4H,5H,6H-pyrrolo[3,4-c]pyrrol-2-yl}-2-(1H-pyrazol-1-yl)ethan-1-one FC(OC1=CC=C(C=C1)S(=O)(=O)N1CC2=C(C1)CN(C2)C(CN2N=CC=C2)=O)F